4-[(4R,10bS)-4-methyl-8-(5-oxa-2,8-diazaspiro[3.5]non-2-yl)-3,4,6,10b-tetrahydro-1H-pyrazino[2,1-a]isoindol-2-yl]pyrazolo[1,5-a]pyridine-7-carbonitrile C[C@@H]1CN(C[C@H]2N1CC1=CC(=CC=C21)N2CC1(C2)OCCNC1)C=1C=2N(C(=CC1)C#N)N=CC2